CC1=CC=C2CCN(C2=C1)C1=NC=NC2=CC=C(C=C12)C=1C=NC(=NC1)N 5-[4-(6-methylindolin-1-yl)quinazolin-6-yl]pyrimidin-2-amine